FC1(CC(C1)OC1CCC(CC1)N)F 4-(3,3-Difluorocyclobutoxy)cyclohexan-1-amine